2-(3-amino-2-methyl-3-oxo-propyl)-4-methyl-N-[5-(trifluoromethyl)-3-pyridyl]-3,4-dihydro-1H-isoquinoline-7-carboxamide NC(C(CN1CC2=CC(=CC=C2C(C1)C)C(=O)NC=1C=NC=C(C1)C(F)(F)F)C)=O